(2S)-oxirane-2-carboxylic acid methyl ester COC(=O)[C@H]1OC1